CN1CN(CN(C1)C)C 1,3,5-trimethyl-1,3,5-Triazacyclohexane